NCCNCCN[C@@H](CC(N)=O)C(=O)O N-[N'-(2-aminoethyl)-2-aminoethyl]asparagine